tert-Butyl N-[6-benzyloxy-13-oxo-6,15-bis(trifluoromethyl)-19-oxa-3,4,18-triazatricyclo[12.3.1.12,5]nonadeca-1(17),2,4,9,14(18),15-hexaen-17-yl]carbamate C(C1=CC=CC=C1)OC1(C2=NN=C(C3=C(C=C(C(C(CCC=CCC1)=O)=N3)C(F)(F)F)NC(OC(C)(C)C)=O)O2)C(F)(F)F